ICC(C(CCCCCCC)I)=O 1,3-diiododecanone